tert-Butyl (2S,4R)-2-phenyl-4-(2,2,2-trifluoro-N-(pyridin-2-ylmethyl)acetamido)piperidine-1-carboxylate C1(=CC=CC=C1)[C@H]1N(CC[C@H](C1)N(C(C(F)(F)F)=O)CC1=NC=CC=C1)C(=O)OC(C)(C)C